trimethyl(trifluoro-methyl)silane C[Si](C(F)(F)F)(C)C